1,3-di-o-tolylcarbodiimide C1(=C(C=CC=C1)N=C=NC1=C(C=CC=C1)C)C